N1N=CC(=C1)C1=NC(=NC=C1)N[C@H]1CN(CCC1)C(=O)C1=CC=C(C=C1)NC(CC)=O (R)-N-(4-(3-((4-(1H-pyrazol-4-yl)pyrimidin-2-yl)amino)piperidine-1-carbonyl)phenyl)propionamide